C(CCCCCCCCCCC\C=C/C=C/CC)=O (Z,E)-13,15-Octadecadienal